ClC1=CC=C(C=C1)[C@@H]1N(C[C@H](CC1)C)C(C(=O)NC=1C=C(C=NC1)C(=O)N)=O 5-[[2-[(2R,5S)-2-(4-chlorophenyl)-5-methyl-1-piperidyl]-2-oxo-acetyl]amino]pyridine-3-carboxamide